FC1=C(CCN2[C@@H]([C@H]([C@@H]([C@H](C2)O)O)O)C)C(=CC(=C1)N1CCOCC1)F (2R,3R,4R,5S)-1-(2,6-difluoro-4-morpholinophenethyl)-2-methylpiperidine-3,4,5-triol